4-chloro-N-(5-((5-chloro-4-((2-(dimethylphosphoryl)phenyl)amino)pyrimidin-2-yl)amino)-4-methoxy-2-(4-(4-methylpiperazin-1-yl)piperidin-1-yl)phenyl)benzamide ClC1=CC=C(C(=O)NC2=C(C=C(C(=C2)NC2=NC=C(C(=N2)NC2=C(C=CC=C2)P(=O)(C)C)Cl)OC)N2CCC(CC2)N2CCN(CC2)C)C=C1